BrC1=C2CCC=CC2=CC(=C1)Cl 5-bromo-7-chloro-3,4-dihydronaphthalen